N-[2-(2-azidoethoxy)ethyl]-4-[(3R,5R)-5-[(5-bromo-1-methyl-6-oxo-pyridazin-4-yl)amino]-1-methyl-3-piperidyl]benzamide N(=[N+]=[N-])CCOCCNC(C1=CC=C(C=C1)[C@@H]1CN(C[C@@H](C1)NC=1C=NN(C(C1Br)=O)C)C)=O